N-methyl-3-aminopropyltri-n-propoxysilane CNCCC[Si](OCCC)(OCCC)OCCC